((7-(8-methyl-2,3-dihydro-1H-pyrido[2,3-b][1,4]oxazin-7-yl)-5,6,7,8-tetrahydropyrido[3,4-d]pyrimidin-2-yl)amino)-1,3-dihydrobenzo[c]thiophene 2,2-dioxide CC1=C(C=NC=2OCCNC21)N2CC=1N=C(N=CC1CC2)NC2S(CC1=C2C=CC=C1)(=O)=O